1-(5-(2-fluorobenzoyl)-1-methyl-1H-pyrrol-3-yl)-2-(pyridin-3-yl)ethan-1-one tert-butyl-N-[(2S,4R)-2-methyl-4-piperidyl]carbamate hydrochloride Cl.C(C)(C)(C)OC(N[C@H]1C[C@@H](NCC1)C)=O.FC1=C(C(=O)C2=CC(=CN2C)C(CC=2C=NC=CC2)=O)C=CC=C1